1,3-dimethyl-N-[6-(trifluoromethoxy)-1,3-benzothiazol-2-yl]cyclopentane-1-carboxamide CC1(CC(CC1)C)C(=O)NC=1SC2=C(N1)C=CC(=C2)OC(F)(F)F